BrC=1SC(=CC1)C 2-bromo-5-methylthiophene